O=C1N(C(CC1)=O)C(C(=O)O)(COCCOCCOCCOCCOCCC(=O)O)N1C(CCC1=O)=O.C1(CCC1)C(NS(=O)C(C)(C)C)C1=NC=CC=C1C1=CC=C(C=C1)F N-(cyclobutyl-(3-(4-fluorophenyl)pyridin-2-yl)methyl)-2-methyl-propane-2-sulfinamide bis(2,5-dioxopyrrolidin-1-yl)4,7,10,13,16-pentaoxanonadecanedioate